CC1=C(C=C(C=C1)C)CC(=O)O 2,5-dimethylbenzeneacetic acid